tris(N-ethyl-N-methylpyrrolidinium) phosphate bis(trifluoromethylsulfonyl)imide [N-](S(=O)(=O)C(F)(F)F)S(=O)(=O)C(F)(F)F.P(=O)([O-])([O-])O.C(C)[N+]1(CCCC1)C.C(C)[N+]1(CCCC1)C.C(C)[N+]1(CCCC1)C